7-((5-(3-hydroxy-3-(methoxymeth-yl)piperidin-1-yl)pyridin-2-yl)amino)isoindolin-1-one OC1(CN(CCC1)C=1C=CC(=NC1)NC=1C=CC=C2CNC(C12)=O)COC